11,14-Dihydroxyhexacosanoic acid OC(CCCCCCCCCC(=O)O)CCC(CCCCCCCCCCCC)O